5-methoxy-4,4-dichloropyrimidine COC=1C(NC=NC1)(Cl)Cl